C(C)N(CCCN1N=NN(C1=S)C1=CC=CC=C1)CC 1-(3-(diethylamino)propyl)-4-phenyl-1,4-dihydro-5H-tetrazole-5-thione